(3aR,6aS)-5-(1-(Cyclopropylmethyl)-6-((4-phenyl-1H-imidazol-2-yl)ethynyl)-1H-pyrazolo[3,4-d]pyrimidin-4-yl)hexahydro-1H-furo[3,4-c]pyrrole C1(CC1)CN1N=CC=2C1=NC(=NC2N2C[C@@H]1[C@H](C2)COC1)C#CC=1NC=C(N1)C1=CC=CC=C1